N-((1s,4s)-4-((5-(1-(2,2-difluoroethyl)-1H-benzo[d][1,2,3]triazol-6-yl)-4-methoxy-7H-pyrrolo[2,3-d]pyrimidin-2-yl)amino)cyclohexyl)acetamide FC(CN1N=NC2=C1C=C(C=C2)C2=CNC=1N=C(N=C(C12)OC)NC1CCC(CC1)NC(C)=O)F